(R)-((3-(benzyloxy)propane-1,2-diyl)bis(oxy))bis(7-oxoheptane-7,1-diyl) bis(2-octyldecanoate) C(CCCCCCC)C(C(=O)OCCCCCCC(=O)O[C@@H](COC(CCCCCCOC(C(CCCCCCCC)CCCCCCCC)=O)=O)COCC1=CC=CC=C1)CCCCCCCC